Tert-butyl 5-fluoropyridine-3-carboxylate FC=1C=C(C=NC1)C(=O)OC(C)(C)C